2-chloro-N-(2-pyridylmethylcarbamoyl)acetamide ClCC(=O)NC(NCC1=NC=CC=C1)=O